N[S] aminosulfur